BrCC(=O)C1=C(C=CC=C1)C1=C(C=C(C=C1)C)C 2-bromo-1-(2',4'-dimethyl-[1,1'-biphenyl]-2-yl)ethan-1-one